1-isopropyl-1H-pyrazol-5-yl-carbamate C(C)(C)N1N=CC=C1NC([O-])=O